2-(methyldibenzo[b,d]thiophen-4-yl)quinoline CC1=CC=C(C=2SC3=C(C21)C=CC=C3)C3=NC2=CC=CC=C2C=C3